N[C@H](C(=O)O)CC=1C=NC2=CC=CC=C2C1 (2S)-2-amino-3-(3-quinolinyl)propionic acid